COCCNC(=O)N1CCN(CC1)C1=NC(=NC(=C1)NC1=CC2=C(C=N1)C=NN2C(C)C)N2CCCCC2 N-(2-methoxyethyl)-4-[2-(piperidin-1-yl)-6-{[1-(propan-2-yl)-1H-pyrazolo[4,3-c]pyridin-6-yl]amino}pyrimidin-4-yl]piperazine-1-carboxamide